2-Chloro-4-((R)-8-(4-(4-((4-(4-(((S)-2,6-dioxo-piperidin-3-yl)amino)-phenyl)piperazin-1-yl)-methyl)piperidine-1-carbonyl)phenyl)-3-methyl-2,8-diazaspiro[4.5]decan-2-yl)benzonitrile ClC1=C(C#N)C=CC(=C1)N1CC2(C[C@H]1C)CCN(CC2)C2=CC=C(C=C2)C(=O)N2CCC(CC2)CN2CCN(CC2)C2=CC=C(C=C2)N[C@@H]2C(NC(CC2)=O)=O